N1C=CC=2C(=CC=CC12)C(=O)N1CCC(CC1)C(=O)OC(C)(C)C tert-butyl 1-(1H-indole-4-carbonyl)piperidine-4-carboxylate